[Cu+2].N1(C(CCC1)=O)C(=O)[O-].N1(C(CCC1)=O)C(=O)[O-] PyrrolidoneCarboxylate Copper